FC([C@@H]1N(CC1)C1=NC(=C(C(=N1)C=1C=NN(C1)CC(=O)N1CCNCC1)F)C(F)F)F 2-(4-{2-[(R)-2-(difluoromethyl)-1-azetidinyl]-6-(difluoromethyl)-5-fluoro-4-pyrimidinyl}-1-pyrazolyl)-1-(1-piperazinyl)-1-ethanone